{1-[4-({8-[(2R,3S)-3-(methanesulfonylmeth-yl)-2-methylazetidin-1-yl]-5-(propan-2-yl)isoquinolin-3-yl}amino)pyrimidin-2-yl]-4-methoxypiperidin-4-yl}methanol CS(=O)(=O)C[C@@H]1[C@H](N(C1)C=1C=CC(=C2C=C(N=CC12)NC1=NC(=NC=C1)N1CCC(CC1)(OC)CO)C(C)C)C